C1CCC2=C(C=3CCCC3C=C12)NC(=O)N=S(=O)(C=1C=NN2C1OCC(C2)OC)NC(C)=O N-(N-((1,2,3,5,6,7-hexahydro-s-indacen-4-yl)carbamoyl)-6-methoxy-6,7-dihydro-5H-pyrazolo[5,1-b][1,3]oxazine-3-sulfonimidoyl)acetamide